1,2-dihydro-2-(4-amino-3-trifluoromethylphenyl)-4-[4-(4-aminophenoxy)-phenyl]-phthalazinone NC1=C(C=C(C=C1)N1C(C2=CC=CC=C2C(=N1)C1=CC=C(C=C1)OC1=CC=C(C=C1)N)=O)C(F)(F)F